[Na+].P(=O)(OC1=C(C=CC=C1)C)([O-])[O-].[Na+] tolyl phosphate sodium salt